CN(CC(=O)O)C1=NC2=CC=C(C=C2C(=C1)C1=CC=NC=C1)CCC1=NC=CC=C1 methyl-N-(6-(2-(pyridin-2-yl)ethyl)-4-(pyridin-4-yl)quinolin-2-yl)glycine